N1N=C(C=C1)C=1SCCN1 pyrazolyl-thiazoline